C(CCCCCCCCCCCCCCC)OP(=O)([O-])[O-].N(CCO)CCO.[K+].[K+] potassium diethanolamine cetyl-phosphate